Cl.C(C)OC(=O)C1=NN(C(=C1Cl)C(=O)OCC)CCCN 1-(3-aminopropyl)-4-chloro-pyrazole-3,5-dicarboxylic acid diethyl ester, hydrochloride